C(#N)CC1=C(C(=O)N)C=CC(=C1)C1=NC(=NC=C1C)NC=1C=NN(C1)C1CCN(CC1)C(=O)C1(CC1)O (cyanomethyl)-4-(2-((1-(1-(1-hydroxycyclopropanecarbonyl)piperidin-4-yl)-1H-pyrazol-4-yl)amino)-5-methylpyrimidin-4-yl)benzamide